FC(/C=C/C(=O)NCC1=NN(C2=NC=CC(=C21)CO)C2=CC=C(C=C2)OC(F)(F)F)F (E)-4,4-difluoro-N-((4-(hydroxymethyl)-1-(4-(trifluoromethoxy)phenyl)-1H-pyrazolo[3,4-b]pyridin-3-yl)methyl)but-2-enamide